4-vinyl-N,N-dimethylaniline C(=C)C1=CC=C(N(C)C)C=C1